C(C)(C)(C)OC(=O)N1[C@@H](C[C@H](C1)NC(=O)C=1OC(=NN1)C1=C(C=CC(=C1)OC(F)(F)F)F)CN1N=NC=C1 (2S,4R)-2-((1H-1,2,3-triazol-1-yl)methyl)-4-(5-(2-fluoro-5-(trifluoromethoxy)phenyl)-1,3,4-oxadiazole-2-carboxamido)pyrrolidine-1-carboxylic acid tert-butyl ester